FC=1C(=C(C(=O)N)C=CC1F)NC1=C(C=C(C=C1)I)F 3,4-difluoro-2-(2-fluoro-4-iodoanilino)Benzamide